C1=CSC(=C1)C2=CC=C(S2)C3=CC=CS3 α-terthiophene